anthracene-9,10-diboronic acid C1=CC=CC2=C(C3=CC=CC=C3C(=C12)B(O)O)B(O)O